3-chloro-1-(3-bromo-10,11-dihydro-5H-dibenzo[b,f]azepin-5-yl)propan-1-one ClCCC(=O)N1C2=C(CCC3=C1C=CC=C3)C=CC(=C2)Br